C(#N)C=1C=CC2=CN(N=C2C1OC1CN(C1)CC(=O)O)CC1=C2C=CNC2=C(C=C1C)C 2-(3-((6-cyano-2-((5,7-dimethyl-1H-indol-4-yl)methyl)-2H-indazol-7-yl)oxy)azetidin-1-yl)acetic acid